FC(C1=CC=C(O[C@@H]2C[C@H](C2)C=2C=C3C(=CNC3=CC2)C(=O)O)C=C1)(F)F 5-(trans-3-(4-(trifluoromethyl)phenoxy)cyclobutyl)-1H-indole-3-carboxylic acid